4-bromo-5-chloro-2-(3,5-dimethylphenyl)pyridine BrC1=CC(=NC=C1Cl)C1=CC(=CC(=C1)C)C